C(N)(O[C@H]1C2(N(CC1CC2)C(=O)C2=CC1=C(C(=C(O1)C1=CC=3C(=NC(=CC3)Cl)N1CC1CC1)C)C=C2)C(C)(C)C)=O Tert-butyl-((7R)-2-(2-(6-chloro-1-(cyclopropylmethyl)-1H-pyrrolo[2,3-b]pyridin-2-yl)-3-methylbenzofuran-6-carbonyl)-2-azabicyclo[2.2.1]hept-7-yl) carbamate